FC=1C=C(C=C(C1)F)[C@@H]1CCN2N1C(C1(C2)CCN(CC1)C1=CC(=NC=C1)C)=O (S)-7'-(3,5-difluorophenyl)-1-(2-methylpyridin-4-yl)dihydro-1'H,3'H,5'H-spiro[piperidine-4,2'-pyrazolo[1,2-a]pyrazol]-1'-one